C(C)(C)(C)OC(CCOCCOCCNC(CCC(N(C(C(=O)O)C)C)=O)=O)=O 2,3-dimethyl-4,7-dioxo-11,14-dioxa-3,8-diaza-heptadecanedioic acid 17-(tert-butyl) ester